ClC1=C(C=C(N=N1)NC=C1C(OC(OC1=O)(C)C)=O)C 5-(((6-Chloro-5-methylpyridazin-3-yl)amino)methylene)-2,2-dimethyl-1,3-dioxane-4,6-dione